C(C)NC(=O)N1[C@H]([C@H](CCC1)NS(=O)(=O)C)CO[C@@H]1CC[C@@H](CC1)C(F)(F)F cis-N-ethyl-3-((methylsulfonyl)amino)-2-(((cis-4-(trifluoromethyl)cyclohexyl)oxy)-methyl)piperidine-1-carboxamide